4-(5-(3-chlorophenyl)thiophen-2-yl)benzaldehyde ClC=1C=C(C=CC1)C1=CC=C(S1)C1=CC=C(C=O)C=C1